(5'S,7a'R)-3-[3-(1,3,4-oxadiazol-2-yl)phenoxy]-5'-phenyltetrahydro-3'H-spiro[cyclobutane-1,2'-pyrrolo[2,1-b][1,3]oxazol]-3'-one O1C(=NN=C1)C=1C=C(OC2CC3(C(N4[C@H](O3)CC[C@H]4C4=CC=CC=C4)=O)C2)C=CC1